N1=CC(=CC=C1)C=1OC(=CC1)Cl pyridin-3-yl-5-Chlorofuran